C1(=CC=CC=C1)C=1C(=C2C(=CC1)N=C1C=CC3=C4C=CC=CC4=NC3=C12)C1=NN=NC(=C1C1=C(C=CC2=CC3=CC=CC=C3C=C12)C1=CC=CC=C1)C1=CC=CC=C1 Phenyl[phenyl(phenylanthracenyl)triazineyl]indolocarbazole